C(C)(C)C1=C(C=CC=C1)[C@H]1N(CCC1)C1CC2(C1)CCN(CC2)C2=NC=C(C(=O)N)C=C2 6-(2-((S)-2-(2-isopropylphenyl)pyrrolidin-1-yl)-7-Azaspiro[3.5]nonan-7-yl)nicotinamide